C(C=C)(=O)N1[C@@H](C[C@H](CC1)N1N=NC=2C(=NC=3C(=C(C(=CC3C21)Cl)C2=CC=C(C=C2)F)F)OC[C@H]2N(CCC2)C)CC#N 2-((2S,4S)-1-acryloyl-4-(8-chloro-6-fluoro-7-(4-fluorophenyl)-4-(((S)-1-methylpyrrolidin-2-yl)methoxy)-1H-[1,2,3]triazolo[4,5-c]quinolin-1-yl)piperidin-2-yl)acetonitrile